C[C@H]1CC[C@@H](NC1)C=1C=CC2=C(N=C(S2)C2CN(CCC2)C)C1 5-((2R,5S)-5-methylpiperidin-2-yl)-2-(1-methylpiperidin-3-yl)benzo[d]thiazole